diethyl (2E,4E,6E)-2,7-dimethylocta-2,4,6-trienedioate C/C(/C(=O)OCC)=C\C=C\C=C(\C(=O)OCC)/C